2,6-diformyl-pyridine cyclohexyl-((2,6-dihydroxy-5'-methyl-4-pentyl-2'-(prop-1-en-2-yl)-1',2',3',4'-tetrahydro-[1,1'-biphenyl]-3-yl)methyl)(methyl)carbamate C1(CCCCC1)OC(N(C)CC=1C(=C(C(=CC1CCCCC)O)C1C(CCC(=C1)C)C(=C)C)O)=O.C(=O)C1=NC(=CC=C1)C=O